isopropyl ((((2S,3R,5R)-5-(2-amino-6-oxo-1,6-dihydro-9H-purin-9-yl)-2,4,4-trifluoro-3-hydroxytetrahydrofuran-2-yl)methoxy)(phenoxy)phosphoryl)-L-alaninate NC=1NC(C=2N=CN(C2N1)[C@H]1C([C@@H]([C@@](O1)(F)COP(=O)(OC1=CC=CC=C1)N[C@@H](C)C(=O)OC(C)C)O)(F)F)=O